ClC1=C(C=C(C=C1)/C=C/C(=O)C1=CC=C(C=C1)S(=O)(=O)C[C@@H](C)O)C1=CC=CC=C1 (E)-3-(4-Chloro-3-phenylphenyl)-1-[4-[(2R)-2-hydroxypropyl]sulfonylphenyl]prop-2-en-1-one